3-butyl-6-((5-(cyclopropylmethylsulfonyl)-1,3,4-oxadiazol-2-yl)methoxy)isobenzofuran-1(3H)-one C(CCC)C1OC(C2=CC(=CC=C12)OCC=1OC(=NN1)S(=O)(=O)CC1CC1)=O